ClC1=C(C(=O)C2=CNC=3N=CN=C(C32)NC3CCN(CC3)C3CCN(CC3)C3CN(C3)C=3C=C2C(N(C(C2=CC3)=O)C3C(NC(CC3)=O)=O)=O)C=CC(=C1)OC1=CC=CC=C1 5-(3-(4-((5-(2-chloro-4-phenoxybenzoyl)-7H-pyrrolo[2,3-d]pyrimidin-4-yl)amino)-[1,4'-bipiperidin]-1'-yl)azetidin-1-yl)-2-(2,6-dioxopiperidin-3-yl)isoindoline-1,3-dione